FC1=C(C=CC=C1)N[C@@H](C(=O)N[C@H](C(=O)N[C@@H](C[C@H]1C(NCC1)=O)C(COC(F)(F)F)=O)CC(C)C)COC (S)-2-((R)-2-((2-fluorophenyl)amino)-3-methoxypropanamido)-4-methyl-N-((S)-3-oxo-1-((S)-2-oxopyrrolidin-3-yl)-4-(trifluoromethoxy)butan-2-yl)pentanamide